molybdenum disulfide aluminum sulfur [S].[Al].[Mo](=S)=S